2-amino-2-(3-methoxyphenyl)acetic acid NC(C(=O)O)C1=CC(=CC=C1)OC